C(C1=CC=CC=C1)[C@](CC(C)C)(C)N1CC=CC2=CC=C(C(=C12)F)F N-[(1R)-1-benzyl-1,3-dimethyl-butyl]-7,8-difluoro-quinoline